ONC(C1=C(C=C(C=C1)C=1N(C=C(N1)C(F)(F)F)C)C)=N N-hydroxy-2-methyl-4-(1-methyl-4-(trifluoromethyl)-1H-imidazol-2-yl)benzimidamide